5-Chloro-2-[3-chloro-2-(5-chloro-2-pyridinyl)phenoxy]pyrimidine ClC=1C=NC(=NC1)OC1=C(C(=CC=C1)Cl)C1=NC=C(C=C1)Cl